(1R,2S)-2-aminocyclopentanol-hydrochloride Cl.N[C@@H]1[C@@H](CCC1)O